C(C1=CC=CC=C1)OC=1C2=C(N=C(N1)OCC13CCCN3CCC1)C(=C(N=C2)C2=CC(=CC1=CC=CC=C21)OCC2=CC=CC=C2)F 4-(benzyloxy)-7-(3-(benzyloxy)naphthalen-1-yl)-8-fluoro-2-((tetrahydro-1H-pyrrolizin-7a(5H)-yl)methoxy)pyrido[4,3-d]pyrimidine